2-Methoxy-2-(3-((S)-3-oxohexahydroimidazo[1,5-a]pyrazin-2(3H)-yl)bicyclo[1.1.1]pentane-1-yl)acetic acid COC(C(=O)O)C12CC(C1)(C2)N2C(N1[C@@H](CNCC1)C2)=O